[Si].[Si].[Ni].[Cu] copper nickel disilicon